FC1=C(C=CC=C1CC1N(CC2(CC2)C1NS(=O)(=O)C)C(=O)OC(C)(C)C)C1=CC(=CC=C1)F tert-butyl 6-((2,3'-difluoro-[1,1'-biphenyl]-3-yl)methyl)-7-(methylsulfonamido)-5-azaspiro[2.4]heptane-5-carboxylate